methyl 4-((6-cyclopropyl-3-nitropyridin-2-yl)amino)benzoate C1(CC1)C1=CC=C(C(=N1)NC1=CC=C(C(=O)OC)C=C1)[N+](=O)[O-]